CC1N(C(CNC1)C)C=1C(=C2C(N(C(C2=CC1F)=O)C1C(NC(CC1)=O)=O)=O)F 5-(2,6-dimethylpiperazin-1-yl)-2-(2,6-dioxopiperidin-3-yl)-4,6-difluoroisoindoline-1,3-dione